methyl 2-((benzo[b]thiophen-7-ylthio) methyl)-5-fluorobenzoate S1C2=C(C=C1)C=CC=C2SCC2=C(C(=O)OC)C=C(C=C2)F